C(C)(C)OC(C(C)C)=O 2-methylpropanoic acid isopropyl ester